F[C@@H]1C[C@H]2CC(CN2[C@@H]1C)=C (2R,3R,7aR)-2-fluoro-3-methyl-6-methylenetetrahydro-1H-pyrrolizine